C1C2=CC=CC=C2C3=C1C(=C(C=C3)Br)Br dibromofluorene